N-(5-((6-((R)-3-(3-chloro-2-fluorophenyl)isoxazolidine-2-yl)pyrimidine-4-yl)amino)-2-(4-ethylpiperazine-1-yl)-4-methoxyphenyl)acrylamide ClC=1C(=C(C=CC1)[C@@H]1N(OCC1)C1=CC(=NC=N1)NC=1C(=CC(=C(C1)NC(C=C)=O)N1CCN(CC1)CC)OC)F